6H-pyrrolo[2,3-d]pyrimidine-2,4-diamine N1=C(N=C(C=2C1=NCC2)N)N